[NH4+].[Mg+2] magnesium ammonium salt